NC1=NN2C(C=C(C=C2)C=2C(=C(C(=O)NC(CC([2H])(O)C3=CC=C(C=C3)Cl)([2H])[2H])C(=CC2)C)F)=N1 3-(2-amino-[1,2,4]-triazolo[1,5-a]-pyridin-7-yl)-N-(3-(4-chlorophenyl)-3-hydroxypropyl-1,1,3-d3)-2-fluoro-6-methylbenzamide